C\C(=C/CC[C@@]1([C@H](CC=2C(=C3CN(C(C3=CC2OS(=O)(=O)N2CCOCC2)=O)[C@H](C(=O)O)CCCN2C(C3=CC(=C4C(=C3C2)O[C@@]([C@H](C4)O)(CC\C=C(\CCC=C(C)C)/C)C)OS(=O)(=O)N4CCOCC4)=O)O1)O)C)\CCC=C(C)C (S)-2,5-bis((2R,3S)-2-((E)-4,8-dimethylnona-3,7-dien-1-yl)-3-hydroxy-2-methyl-5-((morpholinesulfonyl)oxy)-7-oxo-3,4,7,9-tetrahydropyrano[2,3-E]isoindol-8(2H)-yl)pentanoic acid